decaethylene glycol tetracontyl ether C(CCCCCCCCCCCCCCCCCCCCCCCCCCCCCCCCCCCCCCC)OCCOCCOCCOCCOCCOCCOCCOCCOCCOCCO